3-[7-chloro-5-fluoro-2-(methylsulfonyl)-1H-indol-4-yl]-1-methyl-6-(trifluoromethyl)-2,4(1H,3H)-pyrimidinedione ClC=1C=C(C(=C2C=C(NC12)S(=O)(=O)C)N1C(N(C(=CC1=O)C(F)(F)F)C)=O)F